FC=1C=C(C=C(C1OC1=CC=NC2=CC(=C(C=C12)OC)OCCO)F)C=1C(=C(C(=O)N)C=CC1)F (3,5-difluoro-4-((7-(2-hydroxyethoxy)-6-methoxyquinolin-4-yl)oxy)phenyl)-2-fluorobenzamide